2-amino-1-(indolizin-3-yl)ethan-1-ol NCC(O)C1=CC=C2C=CC=CN12